6-[3-chloro-2,5-difluoro-4-(2-hydroxy-2-methylpropoxy)phenyl]-5-methyl-4,5-dihydro-2H-pyridazin-3-one ClC=1C(=C(C=C(C1OCC(C)(C)O)F)C=1C(CC(NN1)=O)C)F